ClC1=CC=C2C(=CNC2=C1)S(=O)(=O)NC1=NC=C(C(=N1)OC)C#CC1COC1 6-chloro-N-[4-methoxy-5-[2-(oxetan-3-yl)ethynyl]pyrimidin-2-yl]-1H-indole-3-sulfonamide